ClC=1C(=C2CC(CC2=CC1)NC=1C=CC(=NC1)C(C(F)(F)F)N1C(C2(CCC1)CCN(CC2)CC2CC2)=O)F 2-(1-(5-((5-Chloro-4-fluoro-2,3-dihydro-1H-inden-2-yl)amino)pyridin-2-yl)-2,2,2-trifluoroethyl)-9-(cyclopropylmethyl)-2,9-diazaspiro[5.5]undecan-1-one